C(C=C)C1=CC2=CC=CC=C2C=C1 2-allyl-naphthalene